N-benzyl-o-aminophenylether C(C1=CC=CC=C1)NC1=C(C=CC=C1)OC1=C(C=CC=C1)NCC1=CC=CC=C1